ClC1=C(C=C(C=C1)C1=CC(=CC=C1)C=1N=NN(C1)CCOCCOC)CC(C(=O)NC1=CC=C(C=C1)C=1C(=NNC1C)C)NC(=O)C=1N(N=CC1)C N-[1-[[2-chloro-5-[3-[1-[2-(2-methoxyethoxy)ethyl]triazol-4-yl]phenyl]phenyl]methyl]-2-[4-(3,5-dimethyl-1H-pyrazol-4-yl)anilino]-2-oxo-ethyl]-2-methyl-pyrazole-3-carboxamide